13-chloro-5-fluoro-14-hydroxy-19-methoxy-16,16-dioxo-9-oxa-16λ6-thia-6,17-diazatetracyclo[16.3.1.111,15.02,7]tricosa-1(21),2(7),3,5,11,13,15(23),18(22),19-nonaen-10-one ClC=1C=C2C(OCC=3N=C(C=CC3C3=CC=C(C(NS(C(C1O)=C2)(=O)=O)=C3)OC)F)=O